[Br-].COC(CC(CCCCCCCCC[P+](C1=CC=CC=C1)(C1=CC=CC=C1)C1=CC=CC=C1)=O)=O (12-methoxy-10,12-dioxododecyl)triphenylphosphonium bromide